N-benzyl-7-(4-bromo-3-chloro-benzoyl)-2-[4-(3,3-difluorocyclobutoxy)phenyl]-3-oxo-6,8-dihydro-5H-imidazo[1,5-a]pyrazine-1-carboxamide C(C1=CC=CC=C1)NC(=O)C=1N(C(N2C1CN(CC2)C(C2=CC(=C(C=C2)Br)Cl)=O)=O)C2=CC=C(C=C2)OC2CC(C2)(F)F